2-(phenoxy)-N,N-dimethyl-ethane-1-amine O(C1=CC=CC=C1)CCN(C)C